1-((S)-2-((3R,5R,8S,9S,10S,13S,14S,17S)-10-ethyl-3-hydroxy-3-(methoxymethyl)-13-methylhexadecahydro-1H-cyclopenta[a]phenanthren-17-yl)-2-hydroxypropyl)-1H-pyrazole-4-carbonitrile C(C)[C@]12[C@H]3CC[C@@]4([C@H](CC[C@H]4[C@@H]3CC[C@@H]2C[C@](CC1)(COC)O)[C@](CN1N=CC(=C1)C#N)(C)O)C